ethyl (Z)-3-[3-[1-[3-[5-[(4,6-difluoro-1H-indol-5-yl)oxy]-2-fluoro-phenyl]imidazo[1,5-a]pyridin-1-yl]ethyl]-2-fluoro-phenyl]prop-2-enoate FC1=C2C=CNC2=CC(=C1OC=1C=CC(=C(C1)C1=NC(=C2N1C=CC=C2)C(C)C=2C(=C(C=CC2)\C=C/C(=O)OCC)F)F)F